quinolin-5(6H)-one N1=CC=CC=2C(CC=CC12)=O